(S)-2-((4-(6-((4-Cyano-2-fluorobenzyl)oxy)pyridin-2-yl)piperidin-1-yl)methyl)-7-fluoro-4-methoxy-1-(oxetan-2-ylmethyl)-1H-benzo[d]imidazole-6-carboxylic acid C(#N)C1=CC(=C(COC2=CC=CC(=N2)C2CCN(CC2)CC2=NC3=C(N2C[C@H]2OCC2)C(=C(C=C3OC)C(=O)O)F)C=C1)F